FC=1C=NC=CC1C1=NC=C(C=C1CO)[N+](=O)[O-] (3'-fluoro-5-nitro-[2,4'-bipyridine]-3-yl)methanol